FC1=CC=C(C=C1)C=1C=C2C(=NC=NC2=C(C1)S(=O)(=O)N1CCOCC1)N[C@H](C)C=1C=NC(=NC1)C(F)(F)F (R)-6-(4-fluorophenyl)-8-(morpholinosulfonyl)-N-(1-(2-(trifluoromethyl)pyrimidin-5-yl)ethyl)quinazolin-4-amine